CC=1C=NC=2N(C1)N=CC2N 6-methylpyrazolo[1,5-a]pyrimidin-3-amine